N-{[(2S)-1,4-dioxan-2-yl]methyl}-8-methyl-2-[(pyridin-2-yl)methyl]-4,5-dihydro-2H-furo[2,3-g]indazole-7-carboxamide O1[C@H](COCC1)CNC(=O)C1=C(C2=C(CCC3=CN(N=C23)CC2=NC=CC=C2)O1)C